2-[1H-benzimidazol-2-yl-(5-fluoro-2-hydroxy-phenyl)methyl]-6-[4-(1-methyl-4-piperidyl)phenyl]isoindoline-1-thione N1C(=NC2=C1C=CC=C2)C(N2C(C1=CC(=CC=C1C2)C2=CC=C(C=C2)C2CCN(CC2)C)=S)C2=C(C=CC(=C2)F)O